Cl.N1=C(C=CC=C1)C(C)NC(=O)[C@@H]1CNCC[C@H]1NC(=O)C1=NOC(=C1)C1=C(C=C(C=C1)F)F |r| rac-(3R*,4R*)-4-{[5-(2,4-Difluoro-phenyl)-isoxazole-3-carbonyl]-amino}-piperidine-3-carboxylic Acid (1-pyridin-2-yl-ethyl)-amide Hydrochloride